3-bromo-5-fluoro-N,N-bis(4-methoxybenzyl)pyridin-2-amine BrC=1C(=NC=C(C1)F)N(CC1=CC=C(C=C1)OC)CC1=CC=C(C=C1)OC